4-hydroxy-5-methoxy-1-methyl-2-oxo-1,2-dihydroquinoline-3-carboxylic acid methyl ester COC(=O)C=1C(N(C2=CC=CC(=C2C1O)OC)C)=O